BrC=1C=2CCN3N(C2C=CC1)CC1=C3N=C3C(=C1C)N=CC=N3 4-bromo-13-methyl-5,6-dihydro-14H-pyrazino[2'',3'':5',6']pyrido[2',3':3,4]pyrazolo[1,2-a]cinnoline